[NH4+].C(CCCCCCCCCCCCCCCCCCC)(C(=O)O)C(=O)O eicosanedicarboxylic acid ammonium